o-Ferulic acid COC1=CC=CC(=C1O)/C=C/C(=O)O